N-(4-methyl-3-((4-(pyridin-3-yl)pyrimidin-2-yl)amino)phenyl)-4-(piperazin-1-yl)benzamide CC1=C(C=C(C=C1)NC(C1=CC=C(C=C1)N1CCNCC1)=O)NC1=NC=CC(=N1)C=1C=NC=CC1